N-((6-(difluoromethoxy)-1-(4-(trifluoromethyl)phenyl)-2,3-dihydro-1H-pyrido[2,3-b][1,4]oxazin-3-yl)methyl)acetamide FC(OC=1C=CC2=C(OC(CN2C2=CC=C(C=C2)C(F)(F)F)CNC(C)=O)N1)F